7-[2-Methoxy-5-(4,4,5,5-tetramethyl-1,3,2-dioxaborolan-2-yl)phenyl]cinnolin-4-amine COC1=C(C=C(C=C1)B1OC(C(O1)(C)C)(C)C)C1=CC=C2C(=CN=NC2=C1)N